Cl[O-].[Na+].C(C)C1=CC=CCC1 ethyl-cyclohexadien sodium hypochlorite